3-(5-(((S)-1-benzhydryl-3,3-difluoropiperidin-4-yl)amino)-1-oxoisoindolin-2-yl)piperidine-2,6-dione C(C1=CC=CC=C1)(C1=CC=CC=C1)N1CC([C@H](CC1)NC=1C=C2CN(C(C2=CC1)=O)C1C(NC(CC1)=O)=O)(F)F